FC(CC[C@H]1N2CC(C[C@@H]2CC1)=C)F (5s,7as)-5-(3,3-difluoropropyl)-2-methylenetetrahydro-1H-pyrrolizine